(S)-3-fluoro-5-(1-(4-(5-fluoro-4-(3-(hydroxymethyl)-5-methyl-1H-1,2,4-triazol-1-yl)pyrimidin-2-yl)piperazine-1-carbonyl)-4,5-dihydro-1H-pyrazol-5-yl)benzonitrile FC=1C=C(C#N)C=C(C1)[C@@H]1CC=NN1C(=O)N1CCN(CC1)C1=NC=C(C(=N1)N1N=C(N=C1C)CO)F